4-((5-carbamoyl-4-((2-(trifluoromethyl)phenyl)amino)pyrimidin-2-yl)amino)-3-methoxybenzoic acid C(N)(=O)C=1C(=NC(=NC1)NC1=C(C=C(C(=O)O)C=C1)OC)NC1=C(C=CC=C1)C(F)(F)F